C(CCCCCCCCCC)OC(CCCN(CCCCCC(=O)[O-])CCO)=O 6-((4-(undecyloxy)-4-oxobutyl)(2-hydroxyethyl)amino)hexanoate